2-(4'-maleimidylanilino)naphthalene-6-sulfonic acid C1(C=CC(N1C1=CC=C(NC2=CC3=CC=C(C=C3C=C2)S(=O)(=O)O)C=C1)=O)=O